ClC=1C(=C(C=CC1O)NC=1C2=C(N=CN1)C=NC(=C2)N2CCN(C1(CC1)C2)C(=O)OC(C)(C)C)F tert-Butyl 7-(4-((3-chloro-2-fluoro-4-hydroxyphenyl)amino)pyrido[3,4-d]pyrimidin-6-yl)-4,7-diazaspiro[2.5]octane-4-carboxylate